3-(methoxymethyl)pyrrolidine ethyl-6-methylimidazo[1,2-a]pyrazine-2-carboxylate C(C)OC(=O)C=1N=C2N(C=C(N=C2)C)C1.COCC1CNCC1